(2S,5R)-2-(N-((2-acetamidocyclopentyl) sulfonyl) carbamimidoyl)-7-oxo-1,6-diazabicyclo[3.2.1]octan-6-yl hydrogen sulfate S(=O)(=O)(ON1[C@@H]2CC[C@H](N(C1=O)C2)C(NS(=O)(=O)C2C(CCC2)NC(C)=O)=N)O